5-(5-methyl-2-piperidyl)-1H-pyrazolo[4,3-b]pyridine CC1CCC(NC1)C1=CC=C2C(=N1)C=NN2